(3S)-N-(3-[2-[(2R)-2-hydroxypropoxy]-6-[(2S)-2-methylmorpholin-4-yl]pyridin-4-yl]-4-methylphenyl)-3-(2,2,2-trifluoroethyl)pyrrolidine-1-carboxamide O[C@@H](COC1=NC(=CC(=C1)C=1C=C(C=CC1C)NC(=O)N1C[C@@H](CC1)CC(F)(F)F)N1C[C@@H](OCC1)C)C